Boc-(3R)-3-fluoropyrrolidine C(=O)(OC(C)(C)C)N1C[C@@H](CC1)F